2-(2-chloro-4-(trifluoromethyl)phenoxy)-1-(3-fluoro-4-(5-(trifluoromethyl)-1,2,4-oxadiazol-3-yl)phenyl)ethan-1-one Titanium aluminum tungsten [W].[Al].[Ti].ClC1=C(OCC(=O)C2=CC(=C(C=C2)C2=NOC(=N2)C(F)(F)F)F)C=CC(=C1)C(F)(F)F